C(C1=CC=CC=C1)(=O)O.C(C1=CC=CC=C1)(=O)O.CCC(CCCC)O heptan-3-ol dibenzoate